2-chloro-1-(2,2-dimethylbenzo[d][1,3]dioxan-5-yl)ethan-1-one ClCC(=O)C1=CC=CC=2OC(OCC21)(C)C